(S)-4-(fluoromethyl)oxazolidin-2-one FC[C@H]1NC(OC1)=O